tert-butyl 2-oxo-1,3,8-triazaspiro[4.5]decane-8-carboxylate O=C1NC2(CN1)CCN(CC2)C(=O)OC(C)(C)C